O(C1=CC=CC=C1)P1N(P(N(P(N(P(=NPNPN1)(OC1=CC=CC=C1)OC1=CC=CC=C1)OC1=CC=CC=C1)(OC1=CC=CC=C1)(OC1=CC=CC=C1)OC1=CC=CC=C1)OC1=CC=CC=C1)(OC1=CC=CC=C1)(OC1=CC=CC=C1)OC1=CC=CC=C1)OC1=CC=CC=C1 dodecaphenoxycyclohexaphosphazene